C(C1=CC=CC=C1)OC1=C2C(=NC(=N1)N1C(COCC1)=O)N(N=C2)C2=C(C=C(C=C2)F)F 4-[4-benzyloxy-1-(2,4-difluorophenyl)pyrazolo[3,4-d]pyrimidin-6-yl]morpholin-3-one